(2S,4R)-1-(2-(3-acetyl-5-(2-methylpyrimidin-5-yl)-1H-indazol-1-yl)acetyl)-N-(2'-chloro-5'-(N-cyclopropylsulfamoyl)-2-fluoro-[1,1'-biphenyl]-3-yl)-4-fluoropyrrolidine-2-carboxamide C(C)(=O)C1=NN(C2=CC=C(C=C12)C=1C=NC(=NC1)C)CC(=O)N1[C@@H](C[C@H](C1)F)C(=O)NC=1C(=C(C=CC1)C1=C(C=CC(=C1)S(NC1CC1)(=O)=O)Cl)F